N3-((5-chloro-1-(3-(methylsulfonyl)propyl)-1H-indol-2-yl)methyl)-N4-(2,2,2-trifluoro-ethyl)pyridine-3,4-diamine ClC=1C=C2C=C(N(C2=CC1)CCCS(=O)(=O)C)CNC=1C=NC=CC1NCC(F)(F)F